C/C=C/C/C=C/CCO 6-OCTADIEN-1-OL